2,3,2',3'-biphenyl-tetracarboxylic acid C1(=C(C(=CC=C1)C(=O)O)C(=O)O)C1=C(C(=CC=C1)C(=O)O)C(=O)O